(E)-3-(1,3-Benzodioxol-5-yl)-1-[4-[3-(tert-butylamino)-2-hydroxypropoxy]phenyl]prop-2-en-1-one O1COC2=C1C=CC(=C2)/C=C/C(=O)C2=CC=C(C=C2)OCC(CNC(C)(C)C)O